8-(1-(2,2-difluoroethyl)-1H-pyrazolo[3,4-b]pyrazin-6-yl)-2-(1-(2-(trifluoromethyl)pyridin-4-yl)ethyl)-2,8-diazaspiro[4.5]decan-3-one FC(CN1N=CC=2C1=NC(=CN2)N2CCC1(CC(N(C1)C(C)C1=CC(=NC=C1)C(F)(F)F)=O)CC2)F